CC1=CC=2C(C3=CC(=C(C=C3C(C2C=C1C)(C(F)(F)F)O[Si](C)(C)C)C)C)(C(F)(F)F)O[Si](C)(C)C ((2,3,6,7-tetramethyl-9,10-bis(trifluoromethyl)-9,10-dihydroanthracene-9,10-diyl)bis(oxy))bis(trimethylsilane)